O=C1N=CN=C(N1)C=O 6-OXO-S-TRIAZINE-2-CARBOXALDEHYDE